FC1=C(C(=O)OC)C=CC=C1CC=1C(OC2=CC(=CC=C2C1C)O)=O methyl 2-fluoro-3-[(7-hydroxy-4-methyl-2-oxo-chromen-3-yl)methyl]benzoate